4-((2-(3,4-difluorophenyl)-7-glycyl-8,8-dimethyl-5,6,7,8-tetrahydroimidazo[1,2-a]pyrazin-3-yl)amino)benzonitrile FC=1C=C(C=CC1F)C=1N=C2N(CCN(C2(C)C)C(CN)=O)C1NC1=CC=C(C#N)C=C1